Hydroxyethyl Acrylat C(C=C)(=O)OCCO